N-[(2S,3R,4S)-4-fluoro-2-[(2-fluoro[1,1'-biphenyl]-3-yl)methyl]-1-({2S}-oxetane-2-carbonyl)pyrrolidin-3-yl]ethanesulfonamide F[C@@H]1[C@@H]([C@@H](N(C1)C(=O)[C@H]1OCC1)CC=1C(=C(C=CC1)C1=CC=CC=C1)F)NS(=O)(=O)CC